NC1=C(N=CC(=N1)N1CCC2(CC1)CC1=C(N=CS1)[C@H]2N[S@](=O)C(C)(C)C)SC=2C(=C1C(NC=NC1=CC2)=O)Cl (R)-N-((S)-1'-(6-amino-5-((5-chloro-4-oxo-3,4-dihydroquinazolin-6-yl)thio)pyrazine-2-yl)-4,6-dihydrospiro[cyclopenta[d]thiazole-5,4'-piperidin]-4-yl)-2-methylpropane-2-sulfinamide